2-[6-chloro-3-(difluoromethoxy)-2-pyridyl]-5-methyl-pyrazole-3-carbonitrile ClC1=CC=C(C(=N1)N1N=C(C=C1C#N)C)OC(F)F